C(C)[C@H]1N(CC[C@](C1)(C(=O)O)CC1=NC(=CC=C1F)NC1=NNC(=C1)C)C(C1=C(C=CC=C1)C(F)(F)F)=O (2R,4R)-2-ethyl-4-((3-fluoro-6-((5-methyl-1H-pyrazol-3-yl)amino)pyridin-2-yl)methyl)-1-(2-(tri-fluoromethyl)benzoyl)piperidine-4-carboxylic acid